ClC=1C(=C(N)C=CC1)OC1CC1 3-Chloro-2-cyclopropyloxy-aniline